isopropyl 4-carboxy-2-hydroxy-α-cyanocinnamate C(=O)(O)C1=CC(=C(C=C(C(=O)OC(C)C)C#N)C=C1)O